[O-indol-3-yl]-1,3,4-oxadiazol-2-ol N1C=C(C2=CC=CC=C12)OC=1OC=NN1